3-(3-(1-(2-(2-Fluoro-5-((6-fluoro-4-methyl-1H-indol-5-yl)oxy)phenyl)-1H-imidazol-5-yl)ethyl)phenyl)propanoic acid FC1=C(C=C(C=C1)OC=1C(=C2C=CNC2=CC1F)C)C=1NC(=CN1)C(C)C=1C=C(C=CC1)CCC(=O)O